(R)-azepan-3-ol N1C[C@@H](CCCC1)O